CS(=O)(=O)OC1=C(C(=C(C=C1)C1=CN=C2N1C=CN=C2NC2=CC(=C(C=C2)C(=O)N2CCN(CC2)C(=O)C2CCNCC2)C)F)F [2,3-difluoro-4-[8-[3-methyl-4-[4-(piperidine-4-carbonyl)piperazine-1-carbonyl]anilino]imidazo[1,2-a]pyrazin-3-yl]phenyl] methanesulfonate